3-Fluoro-5-((5-fluoro-3-(2,2,2-trifluoroethoxy)pyridin-2-yl)oxy)-N-(4-methyl-1,1-dioxidotetrahydro-2H-thiopyran-4-yl)pyrazolo[1,5-a]pyridine-2-carboxamide FC=1C(=NN2C1C=C(C=C2)OC2=NC=C(C=C2OCC(F)(F)F)F)C(=O)NC2(CCS(CC2)(=O)=O)C